C(C)OC(=O)C1=NN(C(=C1)C(=O)OCC)CC(=O)C1=CC(=C(C=C1)C)F Diethyl-1-[2-(3-fluoro-4-methylphenyl)-2-oxoethyl]-1H-pyrazole-3,5-dicarboxylate